3-cyano-4-(prop-2-en-1-yl)furan C(#N)C1=COC=C1CC=C